C(C)OC(=O)C1=C(C2=C(N1C)SC(=C2)C)C=O 4-formyl-2,6-dimethyl-6H-thieno[2,3-b]pyrrole-5-carboxylic acid ethyl ester